C(=O)(O)CNCCS carboxylmethylcysteamine